S1C=NC2=C1C(=CC=C2)C2=CC=C(C=C2)[C@H](CC#N)NC(=O)NC=2N=C(SC2)C#C (S)-1-(1-(4-(benzo[d]thiazol-7-yl)phenyl)-2-cyanoethyl)-3-(2-ethynylthiazol-4-yl)urea